C(C)(C)C1C(NC2=CC=CC=C2N1C(=O)C1=CN(C(C=C1)=O)C)=O 3-isopropyl-4-(1-methyl-6-oxo-1,6-dihydropyridine-3-carbonyl)-3,4-dihydroquinoxalin-2(1H)-one